C(C1=CC=CC=C1)(=O)O[C@H]1[C@H]2[C@@H]([C@@H](\C=C/C[C@H](S[C@H]([C@@H]([C@H]1OC(C1=CC=CC=C1)=O)OC(C1=CC=CC=C1)=O)O2)CF)C)N[S@](=O)C(C)(C)C (1R,3S,7R,8R,9R,10S,11S,12R,Z)-8-(((R)-tert-butylsulfinyl)amino)-3-(fluoromethyl)-7-methyl-13-oxa-2-thiabicyclo[7.3.1]tridec-5-ene-10,11,12-triyl tribenzoate